C12(CCC(CC1)N2)CO (7-azabicyclo[2.2.1]heptan-1-yl)methanol